(3-bromophenyl)(cyclopropyl)(4-methyl-4H-1,2,4-triazol-3-yl)methanol BrC=1C=C(C=CC1)C(O)(C1=NN=CN1C)C1CC1